3-((4,6-difluoro-1H-indol-5-yl)oxy)benzimidamide FC1=C2C=CNC2=CC(=C1OC=1C=C(C(N)=N)C=CC1)F